C(#C)C=1C=CC=C(C(=O)O)C1 5-ethynyl-benzoic acid